C1(CC1)N1CC(N(C(C1)=O)C(=O)OC(C)(C)C)(C)C tert-Butyl 4-cyclopropyl-2,2-dimethyl-6-oxopiperazine-1-carboxylate